(2r,3r,4s,5r,6s)-5-(benzyloxy)-2-(4-(3,4,5-trifluorophenyl)-1H-1,2,3-triazol-1-yl)-1,7-dioxaspiro[5.5]undecan-3-ol C(C1=CC=CC=C1)O[C@@H]1C[C@H]([C@@H](O[C@]12OCCCC2)N2N=NC(=C2)C2=CC(=C(C(=C2)F)F)F)O